BrC1=CC(=C(O[C@H](C(=O)O)CC#C)C=C1)Cl (S)-2-(4-bromo-2-chlorophenoxy)-4-pentynoic acid